C(C)(=O)OC=1C=CC2=C(C[C@H]3CCCN([C@@H]3C2)CCC)C1OC(=O)OC(C)(C)C (4aR,10aR)-6-((tert-butoxycarbonyl)oxy)-1-propyl-1,2,3,4,4a,5,10,10a-octahydrobenzo[g]quinolin-7-yl acetate